2'-chloro-5'-methoxy-6-methyl-N-[5-(1,3,5-trimethyl-1H-pyrazole-4-carbonyl)-4H,5H,6H-pyrrolo[3,4-d][1,3]thiazol-2-yl]-[4,4'-bipyridine]-3-carboxamide ClC1=NC=C(C(=C1)C1=C(C=NC(=C1)C)C(=O)NC=1SC2=C(N1)CN(C2)C(=O)C=2C(=NN(C2C)C)C)OC